C(C)C=1C=NC(=NC1)[Sn](CCCC)(CCCC)CCCC 5-ethyl-2-(tributylstannyl)pyrimidine